O1C(=CC=C1)CNC(C(N)C1=CC=CC=C1)C1=CC=CC=C1 N1-(furan-2-ylmethyl)-1,2-diphenylethane-1,2-diamine